NC1=NC=NN2C1=C(C=C2C=2N=C(SC2)C(=O)[O-])N2CC(CCC2)NC(=O)OC(C)(C)C 4-(4-amino-5-(3-((tert-butoxycarbonyl)amino)piperidin-1-yl)pyrrolo[2,1-f][1,2,4]triazin-7-yl)thiazole-2-carboxylate